3-(3-iodophenyl)acrolein IC=1C=C(C=CC1)C=CC=O